[4-(2-methylpropyl)-phenyl]iodonium hexafluorophosphate F[P-](F)(F)(F)(F)F.CC(CC1=CC=C(C=C1)[IH+])C